ClC1=CC=C(C=N1)C(C)NCC 1-(6-chloropyridin-3-yl)-N-ethylethan-1-amine